S1CN=NC=C1 1,3,4-thiadiazine